C(C[C@H]1CC[C@H]2[C@@H]3CCC4CCCC[C@]4(C)[C@H]3CC[C@]12C)O pregnane-ol